C(#N)C1=CC=C(C=2N1N=CC2)N2C[C@@H](O[C@@H](C2)C)C(=O)NC21CC(C2)(C1)CO (2R,6R)-4-(7-Cyanopyrazolo[1,5-a]pyridin-4-yl)-N-[3-(hydroxymethyl)-1-bicyclo[1.1.1]pentanyl]-6-methyl-morpholine-2-carboxamide